isopropyl trans-N-[4-[5-[2-(ethylsulfamoyl)-4-[(6-methylpyridazin-3-yl)amino]phenyl]thiazol-2-yl]cyclohexyl]carbamate C(C)NS(=O)(=O)C1=C(C=CC(=C1)NC=1N=NC(=CC1)C)C1=CN=C(S1)[C@@H]1CC[C@H](CC1)NC(OC(C)C)=O